Furan-3-yl 4-methylbenzenesulfonate CC1=CC=C(C=C1)S(=O)(=O)OC1=COC=C1